N1(C=NC=C1)CCNC(=O)C=1C(=CC2=CN(N=C2C1)CC1CCCCC1)OC1=C(C=C(C=C1)F)F N-(2-(1H-imidazol-1-yl)ethyl)-2-(cyclohexylmethyl)-5-(2,4-difluorophenoxy)-2H-indazole-6-carboxamide